N-methyl-N-(2,3,5-trifluorobenzyl)adamantane-1-carboxamide CN(C(=O)C12CC3CC(CC(C1)C3)C2)CC2=C(C(=CC(=C2)F)F)F